CC1([C@H]2[C@H](C3=C(O1)C=C(C=C3O)CCCCC)C=C(CC2)C)C (6aR,10aR)-6a,7,8,10a-tetrahydro-6,6,9-trimethyl-3-pentyl-6H-dibenzo[b,d]pyran-1-ol